FC(C(=O)O)(F)F.C1(=CC=CC=C1)C1=CN=C(N1)C1=NC=CC(=C1)C=1C=NN(C1)C1COCC1 2-(5-Phenyl-1H-imidazol-2-yl)-4-(1-(tetrahydrofuran-3-yl)-1H-pyrazol-4-yl)pyridine trifluoroacetate salt